[Cl-].[Cl-].COC=1C(=C(C(=C(C1)OC)O)N1NC(=C(C(=N1)C1=C(C(=CC(=C1O)OC)OC)O)[Zr+2])C1=C(C(=CC(=C1O)OC)OC)O)O 2,4,6-tris(3,5-dimethoxy-2,6-dihydroxyphenyl)triazinyl-zirconium dichloride